2-Piperidinylmethanol N1C(CCCC1)CO